4-hydroxy-3-(hydroxymethyl)benzoate OC1=C(C=C(C(=O)[O-])C=C1)CO